5-(((2S)-1-(3-(4-(5-cyclopropylpyrimidin-2-yl)-2-methylpiperazin-1-yl)-3-oxopropoxy)propan-2-yl)amino)-4-(trifluoromethyl)pyridazin-3(2H)-one C1(CC1)C=1C=NC(=NC1)N1CC(N(CC1)C(CCOC[C@H](C)NC1=C(C(NN=C1)=O)C(F)(F)F)=O)C